6-((R)-3-aminopiperidine-1-carbonyl)-3-methylpyrazolo[1,5-a]pyridin N[C@H]1CN(CCC1)C(=O)C=1C=CC=2N(C1)N=CC2C